4-(4-(trifluoromethyl)phenyl)piperidine FC(C1=CC=C(C=C1)C1CCNCC1)(F)F